4-Hydroxystearanilid OC(CCC(=O)NC1=CC=CC=C1)CCCCCCCCCCCCCC